(E)-(4,4-diethyl-6-oxotetrahydropyrimidin-2(1H)-ylidene)carbamic acid tert-butyl ester C(C)(C)(C)OC(/N=C\1/NC(CC(N1)(CC)CC)=O)=O